2-({7-amino-4-[2-(methylamino)pyrimidin-5-yl]-1-oxo-2,3-dihydro-1H-isoindol-2-yl}methyl)prop-2-enenitrile NC=1C=CC(=C2CN(C(C12)=O)CC(C#N)=C)C=1C=NC(=NC1)NC